NC1=NC(=NC=C1C#N)N1CCN(CC1)C1=NC=CC=C1 4-amino-2-(4-(pyridin-2-yl)piperazin-1-yl)pyrimidine-5-carbonitrile